C(C=C)N([C@H]1CN(CCC1)C(=O)OC(C)(C)C)C=1C2=C(N=CN1)N(C=C2Br)COCC[Si](C)(C)C (R)-tert-Butyl 3-(allyl(5-bromo-7-((2-(trimethylsilyl)ethoxy)methyl)-7H-pyrrolo[2,3-d]pyrimidin-4-yl)amino)piperidine-1-carboxylate